(phenyl)(naphthyl)(carbazolylterphenylyl)amine C1(=CC=CC=C1)N(C1=C(C=CC=C1C1=CC=CC=2C3=CC=CC=C3NC12)C=1C(=CC=CC1)C1=CC=CC=C1)C1=CC=CC2=CC=CC=C12